O1COC2=C1C=CC=C2 1,3-benzodioxole